C(=O)(OC(C)(C)C)N1[C@@](C[C@@H](O)C1)(C(=O)O)F N-Boc-fluoro-hydroxyproline